tert-butyl 7-(bromomethyl)-4-azaspiro[2.5]octane-4-carboxylate BrCC1CCN(C2(CC2)C1)C(=O)OC(C)(C)C